3-((4-(2-((4-((2,6-dioxopiperidin-3-yl)amino)benzyl)(methyl)amino)-4-methylthiazol-5-yl)-5-fluoropyrimidin-2-yl)amino)benzenesulfonamide O=C1NC(CCC1NC1=CC=C(CN(C=2SC(=C(N2)C)C2=NC(=NC=C2F)NC=2C=C(C=CC2)S(=O)(=O)N)C)C=C1)=O